BrC1=CC=C(C=C1)C1=NOC(=N1)CC(C(=O)OC(C)(C)C)=C tert-butyl 2-((3-(4-bromophenyl)-1,2,4-oxadiazol-5-yl)methyl)acrylate